DodecylbenzeneSulfonic Acid CCCCCCCCCCCCC1=CC=CC=C1S(=O)(=O)O